(R)-5-(4-((7-ethyl-6-oxo-5H-1,5-naphthyridin-3-yl)methyl-d2)-3-methylpiperAzin-1-yl)-N-(methyl-d3)pyridine-2-carboxamide C(C)C=1C(NC=2C=C(C=NC2C1)C(N1[C@@H](CN(CC1)C=1C=CC(=NC1)C(=O)NC([2H])([2H])[2H])C)([2H])[2H])=O